N-(3-chloro-2-methylphenyl)-2-(methoxymethyl)-6-({[2-(trifluoromethyl)phenyl]carbonyl}amino)-1H-benzimidazole-4-carboxamide mesylate salt S(C)(=O)(=O)O.ClC=1C(=C(C=CC1)NC(=O)C1=CC(=CC=2NC(=NC21)COC)NC(=O)C2=C(C=CC=C2)C(F)(F)F)C